ClC1=CC=C(C=C1)C1=NOC(C1)NC(=O)C1=NOC(=N1)C N-[3-(4-chlorophenyl)-4,5-dihydroisoxazol-5-yl]-5-methyl-1,2,4-oxadiazole-3-carboxamide